C1CCC2=C(C=3CCCC3C=C12)NC(=O)NC(C(=O)OC)CC1=CC(=CC=C1)O methyl 2-{[(1,2,3,5,6,7-hexahydro-s-indacen-4-yl)carbamoyl]amino}-3-(3-hydroxyphenyl)propanoate